N-[1-Methyl-3-(trifluoromethyl)-1H-pyrazol-5-yl]-3-phenylquinoline-7-carboxamide CN1N=C(C=C1NC(=O)C1=CC=C2C=C(C=NC2=C1)C1=CC=CC=C1)C(F)(F)F